FC1=C(C(=O)C2=C(SC=3CCOCCC32)NC(CNC(OC(C)(C)C)=O)=O)C(=CC=C1)F tert-butyl (2-((3-(2,6-difluorobenzoyl)-4,5,7,8-tetrahydrothieno[2,3-d]oxepin-2-yl)amino)-2-oxoethyl)carbamate